FC=1C=C(C=C(C1F)F)C1=CC=C(C=C1)C=O 3',4',5'-trifluoro-[1,1'-biphenyl]-4-formaldehyde